COCCN1C(N(C2=CC=C(C=C2C1=O)[N+](=O)[O-])C)=O 3-(2-methoxyethyl)-1-methyl-6-nitroquinazoline-2,4(1H,3H)-dione